D(+)-fucose C[C@H]([C@@H]([C@@H]([C@H](C=O)O)O)O)O